4-[(3,5-dichloro-2-pyridyl)oxy]-N-(3-methoxypropyl)-2'-oxo-spiro[cyclohexane-1,3'-indoline]-5'-carboxamide ClC=1C(=NC=C(C1)Cl)OC1CCC2(C(NC3=CC=C(C=C23)C(=O)NCCCOC)=O)CC1